Cl.CN1N=CC(=C1)[C@H]1NOCC1 (3S)-3-(1-methyl-1H-pyrazol-4-yl)-1,2-oxazolidine hydrochloride